8-[(3R,5S)-3,5-dimethylpiperazin-1-yl]-N-(7-fluoro-2-methyl-1H-indol-5-yl)quinoxaline-5-carboxamide C[C@@H]1CN(C[C@@H](N1)C)C1=CC=C(C=2N=CC=NC12)C(=O)NC=1C=C2C=C(NC2=C(C1)F)C